6-(Imidazo[1,2-a]pyridin-3-carbonyl)-N-(3-(pyrrolidin-1-ylmethyl)-5-(trifluoromethyl)phenyl)-4,5,6,7-tetrahydrothieno[2,3-c]pyridin-3-carboxamid N=1C=C(N2C1C=CC=C2)C(=O)N2CC1=C(CC2)C(=CS1)C(=O)NC1=CC(=CC(=C1)C(F)(F)F)CN1CCCC1